propanehydrazide C(CC)(=O)NN